2'-α-L-Fucopyranosyl-D-Lactose [C@@H]1([C@@H](O)[C@H](O)[C@H](O)[C@@H](O1)C)[C@@]1([C@H](O[C@H]2[C@@H]([C@H](C(O)O[C@@H]2CO)O)O)O[C@@H]([C@@H]([C@@H]1O)O)CO)O